3-chloro-6-[(3S)-3-(methoxymethyl)pyrrolidin-1-yl]pyridazine ClC=1N=NC(=CC1)N1C[C@H](CC1)COC